OCC(=O)N1CC(C1)N1N=CC(=C1)C1=CC(=NC=C1)NC=1C=NN(C1)C 2-hydroxy-1-(3-(4-(2-((1-methyl-1H-pyrazol-4-yl)amino)pyridin-4-yl)-1H-pyrazol-1-yl)azetidin-1-yl)ethan-1-one